OCCOCCN(C(=O)N)CCOCCO N,N-bis(hydroxyethoxyethyl)urea